7-isopropoxy-2-(4-methyl-2-oxabicyclo[2.2.2]octan-1-yl)-N-(6-methylpyrazolo[1,5-a]pyrimidin-3-yl)imidazo[1,2-a]pyrimidine-6-carboxamide C(C)(C)OC1=NC=2N(C=C1C(=O)NC=1C=NN3C1N=CC(=C3)C)C=C(N2)C23OCC(CC2)(CC3)C